CC(CCC(CO)(C=C)O)CO 3-methyl-hydroxybutyl-vinyl-monoethylene glycol